(R)-2-fluoro-4-(5-(methyl-d3)-1,3,4-thiadiazol-2-yl)-N-(8-methylisoquinolin-1-yl)-N-(piperidin-3-yl)benzamide FC1=C(C(=O)N([C@H]2CNCCC2)C2=NC=CC3=CC=CC(=C23)C)C=CC(=C1)C=1SC(=NN1)C([2H])([2H])[2H]